phenanthrolinedisulfonic acid disodium salt [Na+].[Na+].N1=C(C(=CC2=CC=C3C=CC=NC3=C12)S(=O)(=O)[O-])S(=O)(=O)[O-]